(3-chloro-2,4-difluorophenyl)(chroman-3-yl)methylamine ClC=1C(=C(C=CC1F)NCC1COC2=CC=CC=C2C1)F